FC([C@@H](NC1=CC=C(C=C1)C1=CC2=C(N=CN=C2N2CCOCC2)N1)C1CCN(CC1)C1CN(CC1)C(C=C)=O)(F)F 1-(3-(4-((S)-2,2,2-trifluoro-1-((4-(4-morpholino-7H-pyrrolo[2,3-d]pyrimidin-6-yl)phenyl)amino)ethyl)piperidin-1-yl)pyrrolidin-1-yl)prop-2-en-1-one